2-(1-azabicyclo[3.2.2]non-4-yl)-N-[1-(5-phenylpyridin-2-yl)cyclopropyl]acetamide N12CCC(C(CC1)CC2)CC(=O)NC2(CC2)C2=NC=C(C=C2)C2=CC=CC=C2